TRI(2-ETHYLHEXYL) TRIMELLITATE C(C=1C(C(=O)OCC(CCCC)CC)=CC(C(=O)OCC(CCCC)CC)=CC1)(=O)OCC(CCCC)CC